7-methoxy-N-(6-methoxypyridin-2-yl)-2-(6-oxaspiro[3.4]octan-2-yl)imidazo[1,2-a]pyridine-6-carboxamide COC1=CC=2N(C=C1C(=O)NC1=NC(=CC=C1)OC)C=C(N2)C2CC1(C2)COCC1